C(C(=O)[O-])(=O)[O-].C(C(=O)O)(=O)[O-].[B+3] Boron dioxalate